ClC1=C(C=CC=C1)C1=CC2=C(N=C(N=C2)NC2=CC(=C(C=C2)C)F)N2C1=NCC2 6-(2-chlorophenyl)-N-(3-fluoro-4-methylphenyl)-8,9-dihydroimidazo[1',2':1,6]pyrido[2,3-d]pyrimidin-2-amine